ClC1=CC=C(C=C1)CN1C([C@H](CS(C2=C1C=C(C(=C2)F)C=2N=NN(N2)CC)(=O)=O)NC(OC(C)(C)C)=O)=O tert-butyl N-[(3R)-5-[(4-chlorophenyl)methyl]-7-(2-ethyltetrazol-5-yl)-8-fluoro-1,1,4-trioxo-2,3-dihydro-1λ6,5-benzothiazepin-3-yl]carbamate